C(C)(C)(C)OC(=O)N1C[C@H](O[C@@H](C1)CO)C(F)F.C(CCCCCCCCCCC)NCCC N-lauryl-aminopropane tert-butyl-(2S,6S)-2-(difluoromethyl)-6-(hydroxymethyl)morpholine-4-carboxylate